N-(1-(bicyclo[2.2.2]octan-2-yl)ethyl)-2,4-dioxo-1,2,3,4-tetrahydroquinazoline-6-sulfonamide C12C(CC(CC1)CC2)C(C)NS(=O)(=O)C=2C=C1C(NC(NC1=CC2)=O)=O